3-CYCLOPROPOXY-2-FORMYLISONICOTINAMIDE C1(CC1)OC1=C(C(=O)N)C=CN=C1C=O